o-Phenanthroline C1=CC2=C(C3=C(C=CC=N3)C=C2)N=C1